5-(5-chloro-2-propionylphenyl)-6-methoxypyridazin-3(2H)-one ClC=1C=CC(=C(C1)C1=CC(NN=C1OC)=O)C(CC)=O